2-((3-chloro-4-(4,4,5,5-tetramethyl-1,3,2-dioxaborolan-2-yl)phenyl)amino)-1-(3-chlorophenyl)-2-oxoethyl acetate C(C)(=O)OC(C(=O)NC1=CC(=C(C=C1)B1OC(C(O1)(C)C)(C)C)Cl)C1=CC(=CC=C1)Cl